2-(4-(((6-(cyclopropyl((5-(trifluoromethyl)pyridin-2-yl)methyl)amino)-5-fluoropyrimidin-4-yl)amino)methyl)-3-fluoropiperidin-1-yl)acetamide C1(CC1)N(C1=C(C(=NC=N1)NCC1C(CN(CC1)CC(=O)N)F)F)CC1=NC=C(C=C1)C(F)(F)F